ClC1=C(C=CC=C1Cl)N1CC2(CN(C2)CC[C@@H]2CC[C@H](CC2)N)C1 trans-4-(2-(6-(2,3-dichlorophenyl)-2,6-diazaspiro[3.3]heptane-2-yl)ethyl)cyclohexan-1-amine